C(C)(C)(C)OC(=O)N1CCN(CC1)CC1=C(C=CC2=CC=CC=C12)O 4-((2-hydroxynaphthalen-1-yl)methyl)piperazine-1-carboxylic acid tert-butyl ester